C(C)(C)(C)OC(=O)N1CC(CCC1)(C(=O)NNC(C1=C(C=CC=C1)OC(F)(F)F)=O)F.C(CCCCC)OC1=CC=C(C=C1)N=NC1=CC=C(C=C1)C(C)C 1-(4-(hexyloxy)phenyl)-2-(4-isopropylphenyl)diazene tert-butyl-3-fluoro-3-(2-(2-(trifluoromethoxy)benzoyl)hydrazine-1-carbonyl)piperidine-1-carboxylate